1H-pyrimido[5,4-b][1,4]benzoxazine-2(3H)-one N1C(NC=C2OC3=C(N=C21)C=CC=C3)=O